FC(C)(F)C1=C(O[C@H](C(=O)O)C)C=CC(=C1)C#C (S)-2-(2-(1,1-difluoroethyl)-4-ethynylphenoxy)propanoic acid